Cl.FC(C=1C(=C(C=CC1)[C@@H](C)NC=1C2=C(N=CN1)CNC2)F)F (R)-N-(1-(3-(difluoromethyl)-2-fluorophenyl)ethyl)-6,7-dihydro-5H-pyrrolo[3,4-d]pyrimidin-4-amine hydrochloride